(3S,4S)-4-fluoro-1-(8-((3-methyl-4-((1-methyl-1H-benzo[d]imidazol-5-yl)oxy)phenyl)amino)pyrimido[5,4-d]pyrimidin-2-yl)piperidin FC1CCN(CC1)C=1N=CC2=C(N1)C(=NC=N2)NC2=CC(=C(C=C2)OC2=CC1=C(N(C=N1)C)C=C2)C